OCCC(C(=O)N)(CCCCCCCCCCCCCCCC)CCO bis(beta-hydroxyethyl)stearamide